allyl methyl di(methyl 2-ethyl caproate) CC(C(=O)OCC=C)(CCCC)CC.CC(C(=O)OC)(CCCC)CC